C(C1=CC=CC=C1)OC(=O)NCC1(CC(N(C1)C(=O)OC(C)(C)C)C)OC tert-butyl 4-((((benzyloxy)carbonyl)amino)methyl)-4-methoxy-2-methylpyrrolidine-1-carboxylate